N1(C=NC=C1)C=1C=C2C=C(NC2=C(C1)C(=O)NC1CCC(CC1)OCCOC)C 5-(1H-imidazol-1-yl)-N-((1r,4r)-4-(2-methoxyethoxy)cyclohexyl)-2-methyl-1H-indole-7-carboxamide